C(C)(C)C=1C=C(C=CC1)C(N(NC([C@H](C)NC(C1=NC=CC(=C1O)OC)=O)=O)C)C1=CC(=CC=C1)C(C)C (S)-N-(1-(2-(bis(3-isopropylphenyl)methyl)-2-methylhydrazineyl)-1-oxopropan-2-yl)-3-hydroxy-4-methoxypicolinamide